CN(C(CN1CCN(CC1)C)=O)C1=CC=C(C=C1)N\C(=C\1/C(NC2=CC(=CC=C12)C(=O)OC)=O)\C1=CC=CC=C1 methyl (3Z)-3-[({4-[N-methyl-2-(4-methylpiperazin-1-yl)acetamido]phenyl}amino)(phenyl)methylidene]-2-oxo-2,3-dihydro-1H-indole-6-carboxylate